(E)-4-(dimethylamino)-1-(4-((4-((1-(4-methoxybenzyl)-1H-indazol-6-yl)oxy)-3-methylphenyl)amino)-5,8-dihydropyrido[4',3':4,5]thieno[2,3-d]pyrimidin-7(6H)-yl)but-2-en-1-one CN(C/C=C/C(=O)N1CC2=C(C3=C(N=CN=C3NC3=CC(=C(C=C3)OC3=CC=C4C=NN(C4=C3)CC3=CC=C(C=C3)OC)C)S2)CC1)C